2-fluoro-4-(2-((5-fluoropyridin-2-yl)methyl)-2H-tetrazol-5-yl)-N-(2-hydroxyethyl)benzenesulfonamide FC1=C(C=CC(=C1)C=1N=NN(N1)CC1=NC=C(C=C1)F)S(=O)(=O)NCCO